ClC=1C(=C(C=CC1F)N(C(=O)[C@H]1N(C([C@H]([C@H]1O)O)=O)C1=NC(=CC(=C1)C(F)(F)F)C)C)F (2S,3S,4S)-N-(3-chloro-2,4-difluorophenyl)-3,4-dihydroxy-N-methyl-1-(6-methyl-4-(trifluoromethyl)pyridin-2-yl)-5-oxopyrrolidine-2-carboxamide